ClC=1N=C(C2=C(N1)C=CO2)NC2=C(C=CC(=C2)C)NC(C=C)=O N-(2-((2-chlorofuro[3,2-d]pyrimidin-4-yl)amino)-4-methylphenyl)acrylamide